N1C=CCC1 2-pyrroline